OCC=1C(=NC(=NC1)SC)N[C@@H]1[C@H]([C@H](CCC1)O)C |r| (±)-(1S*,2R*,3S*)-3-((5-(hydroxymethyl)-2-(methylthio)pyrimidin-4-yl)amino)-2-methylcyclohexan-1-ol